COC1=NC(=O)C(=CN1[C@H]2[C@@H]([C@@H]([C@H](O2)CO)O)O)F 5-fluoro-2'-O-methyluridine